(Z)-3-((5-methyl-1H-pyrrol-2-yl)methylene)-5-(8-methyl-2,3-dihydro-1H-pyrido[2,3-b][1,4]oxazin-7-yl)indolin-2-one CC1=CC=C(N1)\C=C\1/C(NC2=CC=C(C=C12)C1=C(C2=C(OCCN2)N=C1)C)=O